tert-Butyl 3-(4-(1-(2-(tert-butoxy)-2-oxoethoxy)-2,2,2-trifluoroethyl)-7-(thiazol-2-yl)benzo[d]oxazol-2-yl)-3,6-diazabicyclo[3.1.1]heptane-6-carboxylate C(C)(C)(C)OC(COC(C(F)(F)F)C1=CC=C(C2=C1N=C(O2)N2CC1N(C(C2)C1)C(=O)OC(C)(C)C)C=1SC=CN1)=O